1-methyl-1Z-1H-imidazol CN1C=NC=C1